6,9-diphenyl-9H-3,9'-bicarbazole C1(=CC=CC=C1)C=1C=C2C=3C=C(C=CC3N(C2=CC1)C1=CC=CC=C1)N1C2=CC=CC=C2C=2C=CC=CC12